(R)-1-(3-(6-amino-7-(4-phenoxyphenyl)-7,8-dihydro-9H-purin-9-yl)pyrrolidin-1-yl)but-2-yn-1-one 2-(phenylselanyl)cyclohexyl-benzo[d][1,3]dioxole-5-carboxylate Pyridinefumarate N1=C(C=CC=C1)\C(=C/C(=O)O)\C(=O)O.C1(=CC=CC=C1)[Se]C1C(CCCC1)OC(=O)C1=CC2=C(OCO2)C=C1.NC1=C2N(CN(C2=NC=N1)[C@H]1CN(CC1)C(C#CC)=O)C1=CC=C(C=C1)OC1=CC=CC=C1